disodium ethylenediamine tetraoxalate C(C(=O)[O-])(=O)ON(CCN(OC(C(=O)O)=O)OC(C(=O)O)=O)OC(C(=O)[O-])=O.[Na+].[Na+]